COC1=CC2=C(CC=NCC2)C=C1 7-methoxy-4,5-dihydro-1H-benzo[d]azepin